N-benzyl-N-methyl-5-phenyl-4,5,6,7-tetrahydro-1H-indazol-5-amine C(C1=CC=CC=C1)N(C1(CC=2C=NNC2CC1)C1=CC=CC=C1)C